4-fluoroisoquinolin-7-amine FC1=CN=CC2=CC(=CC=C12)N